3-[1-benzyloxycarbonyl-4-(6-methoxycarbonylimidazo[1,2-a]pyridin-2-yl)-3-oxo-piperazin-2-yl]propanoic acid C(C1=CC=CC=C1)OC(=O)N1C(C(N(CC1)C=1N=C2N(C=C(C=C2)C(=O)OC)C1)=O)CCC(=O)O